ClC1=CC=C(C=C1)S(=O)(=O)Cl 4-chloro-benzene-sulfonyl chloride